methyl (1R,2S,4R,5S)-4-(benzyloxy)bicyclo[3.1.0]hexane-2-carboxylate C(C1=CC=CC=C1)O[C@@H]1C[C@@H]([C@@H]2C[C@H]12)C(=O)OC